C(CCC)C1N(CC(N(C1)C1=CC(=CC=C1)OC(F)(F)F)=O)CC1=CN=CN1CC1=CC(=C(C#N)C=C1)OC1=CC=CC=C1 4-((5-((2-butyl-5-oxo-4-(3-(trifluoromethoxy)phenyl)-piperazin-1-yl)methyl)-1H-imidazol-1-yl)methyl)-2-phenoxybenzonitrile